C(CCOC1=CC=C(C=C1C=1C(=C(C=C(C1)C(C)(CC(C)(C)C)C)C=1C2=CC=C(C=C2C=C2C=CC(=CC12)C(C)(C)C)C(C)(C)C)O)F)OC1=CC=C(C=C1C=1C(=C(C=C(C1)C(C)(CC(C)(C)C)C)C=1C2=CC=C(C=C2C=C2C=CC(=CC12)C(C)(C)C)C(C)(C)C)O)F 6',6'''-(propane-1,3-diylbis(oxy))bis(3-(2,6-di-tert-butylanthracen-9-yl)-3'-fluoro-5-(2,4,4-trimethylpentan-2-yl)-[1,1'-biphenyl]-2-ol)